C1(=CC=C(C=C1)C12CC(C1)(C2)C(=O)O)C 3-(p-tolyl)bicyclo[1.1.1]Pentane-1-carboxylic acid